tert-butyl ((4-fluoropiperidin-4-yl)methyl)carbamate hydrochloride Cl.FC1(CCNCC1)CNC(OC(C)(C)C)=O